CN1C(CC(CC1(C)C)OC(CCCCCCCCC(=O)OC1CC(N(C(C1)(C)C)C)(C)C)=O)(C)C bis(1,2,2,6,6-pentamethyl-4-piperidyl)sebacate